tert-butyl-1-(4-hydroxy-2-methoxypyridin-3-yl)ethan-1-one C(C)(C)(C)CC(=O)C=1C(=NC=CC1O)OC